5-Fluoro-3-((S)-3-methyl-2-(1-oxo-6-(2-oxo-2,3-dihydro-1H-benzo[d]imidazol-5-yl)isoindolin-2-yl)butyryl)-4-oxopentanoic acid FCC(C(CC(=O)O)C([C@H](C(C)C)N1C(C2=CC(=CC=C2C1)C1=CC2=C(NC(N2)=O)C=C1)=O)=O)=O